aminooxoquinazoline NC1=NC(NC2=CC=CC=C12)=O